3-(pyrrol-1-ylmethyl)benzoic acid N1(C=CC=C1)CC=1C=C(C(=O)O)C=CC1